tetradecanen C=CCCCCCCCCCCCC